BrC=1C=C(C=CC1)C1OC2=C(C1)C=C(C=C2)C=O 2-(3-bromophenyl)-2,3-dihydrobenzofuran-5-carbaldehyde